5-bromo-2-iodo-1-methoxy-3-methyl-benzene BrC=1C=C(C(=C(C1)OC)I)C